C1(=CC=CC=C1)C1=NC(=CC=C1C=1C=CC=C(C#N)C1)C1=CC=CC=C1 5-(2,6-diphenylpyridin-3-yl)benzonitrile